(±)-2-(3-chloro-1H-pyrazol-1-yl)bicyclo[1.1.1]Pentane-1-carboxylic acid propyl ester C(CC)OC(=O)C12[C@@H](C(C1)C2)N2N=C(C=C2)Cl |r|